C12CNCC(CC1)N2C2=NC(=C(C(=N2)NC=2C=C1C=NNC1=CC2)Cl)N(C)C 2-(3,8-diazabicyclo[3.2.1]octan-8-yl)-5-chloro-N4-(1H-indazol-5-yl)-N6,N6-dimethylpyrimidine-4,6-diamine